N[C@H]1CN(CCC1)CC1=CC(=NC=C1)C(=O)NC=1C=NC(=NC1)C1=CC2=C(N=CN=C2N2CCOCC2)N1 (R)-4-((3-aminopiperidin-1-yl)methyl)-N-(2-(4-morpholino-7H-pyrrolo[2,3-d]pyrimidin-6-yl)pyrimidin-5-yl)picolinamide